9-Hydroxy-12-[4-(morpholine-4-yl)phenyl]-4-thia-2,12-diazatricyclo[7.3.0.03,7]dodeca-1,3(7),5-trien-8-one OC12C(C=3C=CSC3N=C2N(CC1)C1=CC=C(C=C1)N1CCOCC1)=O